NC1(CCN(CC1)C(=O)C=1OC(=CC1)SC1=C(C=CC=C1)OC)C (4-amino-4-methylpiperidin-1-yl)(5-((2-methoxyphenyl)thio)furan-2-yl)methanone